N-(2-(3-Hydroxyazetidin-1-yl)-6-methylpyrimidin-4-yl)-4-((2-hydroxyethyl)sulfonamido)-2-(6-azaspiro[2.5]octan-6-yl)benzamide OC1CN(C1)C1=NC(=CC(=N1)NC(C1=C(C=C(C=C1)NS(=O)(=O)CCO)N1CCC2(CC2)CC1)=O)C